7-Cyclobutoxy-2-(1-(methoxymethyl)-2-oxabicyclo[2.1.1]hex-4-yl)imidazo[1,2-a]pyrimidine-6-carboxylic acid C1(CCC1)OC1=NC=2N(C=C1C(=O)O)C=C(N2)C21COC(C2)(C1)COC